C1(CC1)S(=O)(=O)N1N=CC(=C1)C1=NC=CC(=N1)NC1=NC=C(C(=C1)N1CCC(CC1)CC(C)O)C#CC=1C=NN(C1)C (1-(2-((2-(1-(cyclopropylsulfonyl)-1H-pyrazol-4-yl)pyrimidin-4-yl)amino)-5-((1-methyl-1H-pyrazol-4-yl)ethynyl)pyridin-4-yl)piperidin-4-yl)propan-2-ol